C(C1=CC=CC=C1)C1=C2N(C=C(N1)C1=CC=CC=C1)C(C(=N2)CC=2SC(=CC2)CC)=O 8-Benzyl-2-((5-ethylthiophen-2-yl)methyl)-6-phenylimidazo[1,2-a]pyrazin-3(7H)-on